C1(=CC=CC=C1)C=1N=C(N=NC1C1=CC=CC=C1)SCCO 2-[(5,6-diphenyl-1,2,4-triazin-3-yl)sulfanyl]ethanol